C(C)C1=NN2C(N(C3=C(C2=O)CN(C3=O)C[C@@H]3OCCC3)CC(=O)O)=C1 |r| {2-ethyl-5,8-dioxo-6-[(±)-tetrahydrofuran-2-ylmethyl]-5,6,7,8-tetrahydro-4H-pyrazolo[1,5-a]pyrrolo[3,4-d]pyrimidin-4-yl}acetic acid